COC([C@H](N)CC(C)C)=O |o1:3| (R) or (S)-leucine methyl ester